5-(tert-butyl)-N-(2-cyclopropyl-3-fluoro-4-(pyrrolo[2,1-f][1,2,4]triazin-4-yl)benzyl)-1,2,4-oxadiazole-3-carboxamide trifluoroacetate FC(C(=O)O)(F)F.C(C)(C)(C)C1=NC(=NO1)C(=O)NCC1=C(C(=C(C=C1)C1=NC=NN2C1=CC=C2)F)C2CC2